3-(o-tolyl)-1-(2,3,4-trimethoxyphenyl)prop-2-en-1-one C1(=C(C=CC=C1)C=CC(=O)C1=C(C(=C(C=C1)OC)OC)OC)C